[C@H]1([C@H]([C@@H]([C@H]([C@@H]([C@@H]1OP(=O)(O)O)OP(=O)(O)O)OP(=O)(O)O)OP(=O)(O)O)O)O The molecule is a myo-inositol tetrakisphosphate having the four phosphates placed in the 1-, 2-, 5- and 6-positions. It has a role as a plant metabolite. It derives from a myo-inositol.